methyl 3-benzylsulfanyl-5-chloro-4-(difluoromethyl)benzoate C(C1=CC=CC=C1)SC=1C=C(C(=O)OC)C=C(C1C(F)F)Cl